IC1=C(C=NC=C1OC(C)C)N 4-iodo-5-isopropoxy-pyridin-3-amine